COC=1C2=C(N=C(N1)N[C@@H]1COCCC1)NC=C2C2=CC=1N(C=C2)N=CC1 (S)-4-methoxy-5-(pyrazolo[1,5-a]pyridin-5-yl)-N-(tetrahydro-2H-pyran-3-yl)-7H-pyrrolo[2,3-d]pyrimidin-2-amine